FC1=C(C(=C(C(=C1F)F)F)F)SC1=CC=2NC3=CC=C(C=C3SC2C=C1)SC1=C(C(=C(C(=C1F)F)F)F)F 2,7-bis((perfluorophenyl)thio)-10H-phenothiazine